S1C=NC(=C1)CN1C(NC2=C1C=CC=C2)=O 1-(thiazol-4-ylmethyl)-1H-benzo[d]imidazol-2(3H)-one